5-(1-methylcyclopropyl)thiophene-2-carboxylic acid CC1(CC1)C1=CC=C(S1)C(=O)O